3-[(2,4-difluorophenyl)methyl]-1-{[4-(3-fluoropropoxy)-phenyl]methyl}-3-(1-methylpiperidin-4-yl)urea FC1=C(C=CC(=C1)F)CN(C(NCC1=CC=C(C=C1)OCCCF)=O)C1CCN(CC1)C